C(C)(C)(C)OC(=O)NCC=1C(=NC=C(C(=O)OC)C1)OC methyl 5-(((tert-butoxycarbonyl)amino)methyl)-6-methoxynicotinate